(5S)-2-[(5-Chloropyridin-3-yl)methyl]-5-{[trans-3,4-difluoropyrrolidin-1-yl]carbonyl}-5,6,7,8-tetrahydro[1,2,4]triazolo[4,3-a]pyridin-3(2H)-one ClC=1C=C(C=NC1)CN1N=C2N([C@@H](CCC2)C(=O)N2C[C@H]([C@@H](C2)F)F)C1=O